1-(4-(((6-(piperidin-4-yl)pyridin-2-yl)oxy)methyl)-3-(trifluoromethoxy)phenyl)ethan-1-one N1CCC(CC1)C1=CC=CC(=N1)OCC1=C(C=C(C=C1)C(C)=O)OC(F)(F)F